CC(C(=O)N1C[C@H]2OC3=C([C@@H]1C2)C=NC=C3C#N)(C)C (2S,5S)-4-(2,2-dimethylpropanoyl)-2,3,4,5-tetrahydro-2,5-methanopyrido[3,4-f][1,4]oxazepine-9-carbonitrile